2-(3-chloro-5-cyclopentyl-2-pyridyl)-3-methyl-6-(trifluoromethyl)imidazo[4,5-b]pyridine ClC=1C(=NC=C(C1)C1CCCC1)C1=NC=2C(=NC=C(C2)C(F)(F)F)N1C